2-(4-chloro-1-isopropyl-1H-pyrazol-5-yl)-4-(3-chloro-4-(3-methoxy-4-methylpyridin-2-yl)benzyl)-6,7-dihydropyrazolo[1,5-a]pyrimidin-5(4H)-one ClC=1C=NN(C1C1=NN2C(N(C(CC2)=O)CC2=CC(=C(C=C2)C2=NC=CC(=C2OC)C)Cl)=C1)C(C)C